ClN1C(CCC1=O)=O N-Chlorosuccinimide